5-methylbenzo[4,5]imidazo[2,1-a]isoquinolin-6(5H)-one CC1C(N2C(C=3C=CC=CC13)=NC1=C2C=CC=C1)=O